3-epoxynorbornene C123C(C=C(CC1)C2)O3